OC1=C(C(CCC1)=O)C(=O)C=1C(NC(N(N1)C)=O)=O 6-[(2-Hydroxy-6-oxo-1-cyclohexene-1-yl)carbonyl]-2-methyl-1,2,4-triazine-3,5(2H,4H)-dione